(2E)-3-[2-(benzyloxy)-5-bromophenyl]Prop-2-enamide C(C1=CC=CC=C1)OC1=C(C=C(C=C1)Br)/C=C/C(=O)N